C(C1=CC=CC=C1)NC1(CSC=C1)CC(=O)O 2-(3-(benzylamino)thiophen-3-yl)acetic acid